tert-butyl 6-(8-(benzo[d]thiazol-2-ylcarbamoyl)-3,4-dihydroisoquinolin-2(1H)-yl)-3-(4-(3-((2S,4R)-1-(2-ethoxy-2-oxoethyl)-2-methylpiperidin-4-yl)propoxy)-2-methylphenyl)picolinate S1C(=NC2=C1C=CC=C2)NC(=O)C=2C=CC=C1CCN(CC21)C2=CC=C(C(=N2)C(=O)OC(C)(C)C)C2=C(C=C(C=C2)OCCC[C@H]2C[C@@H](N(CC2)CC(=O)OCC)C)C